FC=1C=CC(=C(C1)C(CC#C[Si](C)(C)C)C=1C(N(C=CC1)C)=O)OCOC 3-(1-(5-fluoro-2-(methoxymethoxy)phenyl)-4-(trimethylsilyl)but-3-yn-1-yl)-1-methylpyridine-2(1H)-one